C(CC(C)C)N1CN(CC=2C1=CN(C2)CC2=CC=CC1=CC=CC=C21)C 1-isopentyl-3-methyl-6-(naphthalen-1-ylmethyl)-1,6-dihydro-2H-pyrrolo[3,4-d]Pyrimidine